CC1CCC(N(C1)C(C(=O)NC=1C=C(C=NC1)C(=O)N)=O)C=1C=C2CC(NC2=CC1)=O 5-[[2-[5-methyl-2-(2-oxoindolin-5-yl)-1-piperidyl]-2-oxo-acetyl]amino]pyridine-3-carboxamide